ClC1=CC=C(C=C1)NCC(C)C 4-chlorophenylisobutylamine